N-[2-fluoro-5-(3-methyl-4-oxo-quinazolin-6-yl)oxy-phenyl]-5-(5-fluoro-2-thienyl)-2-methylsulfanyl-oxazole-4-carboxamide FC1=C(C=C(C=C1)OC=1C=C2C(N(C=NC2=CC1)C)=O)NC(=O)C=1N=C(OC1C=1SC(=CC1)F)SC